2-(2,6-difluorophenyl)-N-(1-methyl-1H-pyrazol-4-yl)-8-(trifluoromethyl)pyrazolo[1,5-a][1,3,5]triazin-4-amine FC1=C(C(=CC=C1)F)C1=NC=2N(C(=N1)NC=1C=NN(C1)C)N=CC2C(F)(F)F